CN1N=CC2=C1N=CN(C2=O)NC2=CC=C(C=C2)F 1-methyl-5-(4-fluoroanilino)-1,5-dihydro-4H-pyrazolo[3,4-d]pyrimidine-4-one